FC1=C(C=C(CC2=NNC(C3=CC=CC=C23)=O)C=C1)C(=O)N1CC(C1)NCC(C(F)(F)F)C 4-(4-fluoro-3-(3-((3,3,3-trifluoro-2-methylpropyl)amino)azetidine-1-carbonyl)benzyl)phthalazin-1(2H)-one